N-(furan-2-ylmethyl)-3-[[2-(4-methoxy-phenyl)imidazo[1,2-a]pyrazin-3-yl]amino]benzamide O1C(=CC=C1)CNC(C1=CC(=CC=C1)NC1=C(N=C2N1C=CN=C2)C2=CC=C(C=C2)OC)=O